C(#N)C=1C=C(C=CC1)C=1N=C(SC1C1=CC(=NC(=C1)C)C)NC(=O)N1CC2COCC(N2CC1)=O N-[4-(3-Cyanophenyl)-5-(2,6-dimethyl-4-pyridyl)thiazol-2-yl]-4-oxo-6,7,9,9a-tetrahydro-1H-pyrazino[2,1-c][1,4]oxazin-8-carboxamid